OC=1C=C(C2=CC=CC=C2C1)C1=CC=C2C(=NC(=NC2=C1)OC[C@H]1N(CCC1)C)N1[C@H]2CN(C[C@@H]1CC2)C(C(=O)N)=O 2-((1R,5S)-8-(7-(3-hydroxynaphthalen-1-yl)-2-(((S)-1-methylpyrrolidin-2-yl)methoxy)quinazolin-4-yl)-3,8-diazabicyclo[3.2.1]octan-3-yl)-2-oxoacetamide